tert-butyl (3-methoxypropyl)(prop-2-yn-1-yl)carbamate COCCCN(C(OC(C)(C)C)=O)CC#C